4-Methyl-3-[3-(3-pyridyl)pyrazol-1-yl]benzoic acid CC1=C(C=C(C(=O)O)C=C1)N1N=C(C=C1)C=1C=NC=CC1